FC(C=1C=C(C=CC1)C1=CC(=CO1)C(=O)O)(F)F 5-(3-(trifluoromethyl)phenyl)furan-3-carboxylic acid